(1R,4R)-4-((5-amino-8-(4-fluorophenyl)pyrido[4,3-d]pyrimidin-2-yl)oxy)cyclohexane-1-ol NC1=NC=C(C=2N=C(N=CC21)OC2CCC(CC2)O)C2=CC=C(C=C2)F